(±)-3-methyl-1-pentene C[C@@H](C=C)CC |r|